hexyl ((E)-amino(5-((R)-1-((2S,4R)-1-((9,9-difluoro-9H-fluorene-3-carbonyl)glycyl)-4-fluoro-4-(fluoromethyl)pyrrolidine-2-carboxamido)ethyl)thiophen-3-yl) methylene)carbamate N\C(\C1=CSC(=C1)[C@@H](C)NC(=O)[C@H]1N(C[C@](C1)(CF)F)C(CNC(=O)C=1C=CC=2C(C3=CC=CC=C3C2C1)(F)F)=O)=N\C(OCCCCCC)=O